{4-[1-(2,6-Dioxopiperidin-3-yl)-3-methyl-2-oxo-1,3-benzodiazol-5-yl]piperazin-1-yl}piperidine-1-carboxylic acid tert-butyl ester C(C)(C)(C)OC(=O)N1C(CCCC1)N1CCN(CC1)C1=CC2=C(N(C(N2C)=O)C2C(NC(CC2)=O)=O)C=C1